(S)-1-(8,9-dihydro-6H-[1,3]dioxolo[4,5-f]isochromen-6-yl)-N-methylmethanamine O1COC=2C1=C1CCO[C@@H](C1=CC2)CNC